ClC1=CC=C(OC2=CC=C(COC3CC4C(CN(C4)C(=O)N4N=C(C=C4)C(=O)O)C3)C=C2)C=C1 1-(trans-5-((4-(4-chlorophenoxy)benzyl)-oxy)octahydrocyclopenta-[c]pyrrole-2-carbonyl)-1H-pyrazole-3-carboxylic acid